4-[(2R)-3-(3,4-dihydro-1H-isoquinolin-2-yl)-2-hydroxy-propyl]-8-[(2-ethyl-2-azaspiro[3.3]heptan-6-yl)oxy]-2,3-dihydro-1,4-benzoxazepin-5-one C1N(CCC2=CC=CC=C12)C[C@H](CN1CCOC2=C(C1=O)C=CC(=C2)OC2CC1(CN(C1)CC)C2)O